2-[benzyl-[(3S)-3-(tert-butoxycarbonylamino)-5-methyl-2-oxo-hexyl]amino]acetic acid C(C1=CC=CC=C1)N(CC(=O)O)CC([C@H](CC(C)C)NC(=O)OC(C)(C)C)=O